C1(CCC(N1OC(CN1C(CCCC1C)C)=O)=O)=O 2,6-dimethylpiperidylacetic acid succinimidyl ester